(1S,2R)-2-((1S)-5-Chloro-8-((7-fluoro-2,7a-dihydrobenzo[d]isoxazol-3-yl)methoxy)-1-((2-oxopyrrolidin-1-yl)methyl)-1,2,3,4-tetrahydroisochinolin-2-carbonyl)-1-methylcyclohexan ClC1=C2CCN([C@@H](C2=C(C=C1)OCC=1NOC2C1C=CC=C2F)CN2C(CCC2)=O)C(=O)[C@H]2[C@H](CCCC2)C